COC(=O)C1=C(C2=C(OC(O2)(C2CCC(CC2)=O)C)C(=C1)Cl)C 7-chloro-2,4-dimethyl-2-(4-oxocyclohexyl)-1,3-benzodioxole-5-carboxylic acid methyl ester